FC=1C(=NC=CC1C1=C(N=C(N1)C1CCC2CC=CC(N12)=O)I)C([2H])([2H])O 3-(5-(3-fluoro-2-(hydroxymethyl-d2)pyridin-4-yl)-4-iodo-1H-imidazol-2-yl)-2,3,8,8a-tetrahydroindolizin-5(1H)-one